N-[(S)-1-(3,5-dimethoxyphenyl)ethyl]-4-[(S)-5-methyl-1,4-diazepan-1-yl]-8-cyclopropyl-6-methyl-2-morpholino-1,7-diaza-3-naphthamide COC=1C=C(C=C(C1)OC)[C@H](C)NC(=O)C=1C(=NC2=C(N=C(C=C2C1N1CCN[C@H](CC1)C)C)C1CC1)N1CCOCC1